FC1(CCC(CC1)NC1C(CCCC1)N(C=1C(=C2CN(C(C2=CC1)=O)C1C(NC(CC1)=O)=O)O)C)F 3-(5-((2-((4,4-difluorocyclohexyl)amino)cyclohexyl)(methyl)amino)-4-hydroxy-1-oxoisoindolin-2-yl)piperidine-2,6-dione